ON1C(CC(CC1(C)C)OCCC)(C)C 1-oxyl-2,2,6,6-tetramethyl-4-n-propoxypiperidine